NC1=CC=C(C=N1)S(=O)(=O)NC1=CC=C(C=C1)C1=NC(=C2C(=N1)NN=C2C)NCCN(C)C 6-amino-N-[4-(4-[[2-(dimethylamino)ethyl]amino]-3-methyl-1H-pyrazolo[3,4-d]pyrimidin-6-yl)phenyl]pyridine-3-sulfonamide